COC(CC1CCN(CC1)C1=C(C=C(C=C1F)[N+](=O)[O-])F)=O 2-[1-(2,6-difluoro-4-nitro-phenyl)-4-piperidinyl]acetic acid methyl ester